(R)-((3-(benzyloxy)propane-1,2-diyl)bis(oxy))bis(ethane-2,1-diyl) bis(4-methylbenzenesulfonate) CC1=CC=C(C=C1)S(=O)(=O)OCCO[C@@H](COCCOS(=O)(=O)C1=CC=C(C=C1)C)COCC1=CC=CC=C1